2-[(E)-3-(3-Methoxy-4-prop-2-ynoxyphenyl)prop-2-enoyl]benzoic acid COC=1C=C(C=CC1OCC#C)/C=C/C(=O)C1=C(C(=O)O)C=CC=C1